tert-butyl 2-(5-bromo-2-fluorophenyl)-2-[3-chloro-2-oxo-4-(trifluoromethyl)pyridin-1-yl]acetate BrC=1C=CC(=C(C1)C(C(=O)OC(C)(C)C)N1C(C(=C(C=C1)C(F)(F)F)Cl)=O)F